C(C1=CC=CC=C1)N1N=CC(=C1)C(=O)N1CC2(CN(C2)C(=O)C2(CC2)C(F)(F)F)[C@@H](C1)C(=O)N[C@H](C(=O)NC)COCC1=CC=CC=C1 (S)-6-(1-benzyl-1H-pyrazole-4-carbonyl)-N-((S)-3-(benzyloxy)-1-(methylamino)-1-oxopropan-2-yl)-2-(1-(trifluoromethyl)cyclopropane-1-carbonyl)-2,6-diazaspiro[3.4]Octane-8-carboxamide